5-amino-N-methyl-N-(6-(1-methyl-1H-pyrazol-4-yl)-2,3-dihydrofuro[2,3-b]pyridin-3-yl)benzo[c][2,6]naphthyridin-9-carboxamide NC1=NC2=C(C3=CN=CC=C13)C=C(C=C2)C(=O)N(C2COC1=NC(=CC=C12)C=1C=NN(C1)C)C